FC(C(=O)[O-])(F)F.N1N=CC(=C1)C1=CC(=C(CN(C(=O)[C@H]2CN(CCC2)C=2C=C(OC(C(=O)N3CC[NH2+]CC3)(C)C)C=CC2)C2CC2)C=C1)C(F)(F)F (R)-4-(2-(3-(3-((4-(1H-pyrazol-4-yl)-2-(trifluoromethyl)benzyl)(cyclopropyl)carbamoyl)piperidin-1-yl)phenoxy)-2-methylpropanoyl)piperazin-1-ium 2,2,2-trifluoroacetate